(S)-2-((5-methoxypyrazin-2-yl)amino)-4-((2-((2-methylpyridin-3-yl)oxy)ethyl)(4-(5,6,7,8-tetrahydro-1,8-naphthyridin-2-yl)butyl)amino)butanoic acid COC=1N=CC(=NC1)N[C@H](C(=O)O)CCN(CCCCC1=NC=2NCCCC2C=C1)CCOC=1C(=NC=CC1)C